BrC1=C(C=CC=C1)NC(C)C1=CC(=CN2C1=NC(=CC2=O)N2CC1=CC=CC=C1C2)C 9-(1-((2-bromophenyl)amino)ethyl)-2-(isoindolin-2-yl)-7-methyl-4H-pyrido[1,2-a]pyrimidin-4-one